N-((1-Isopropylpiperidin-4-yl)methyl)-3-((6-(3-methylisoxazol-4-yl)-1-oxoisoquinolin-2(1H)-yl)methyl)benzamide C(C)(C)N1CCC(CC1)CNC(C1=CC(=CC=C1)CN1C(C2=CC=C(C=C2C=C1)C=1C(=NOC1)C)=O)=O